COC=1C=C2C(=NC(=NC2=CC1C#CCN1CCCC1)N1CCCC1)NC1=CNC=C1 6-methoxy-N-(1H-pyrrol-3-yl)-2-(pyrrolidin-1-yl)-7-(3-(pyrrolidin-1-yl)prop-1-yn-1-yl)quinazolin-4-amine